N-[3-(4-benzylpiperidin-1-yl)propyl]-8-methyl-2-(4-methylbenzyl)-4,5-dihydro-2H-furo[2,3-g]indazole-7-carboxamide C(C1=CC=CC=C1)C1CCN(CC1)CCCNC(=O)C1=C(C2=C(CCC3=CN(N=C23)CC2=CC=C(C=C2)C)O1)C